CC1=C(C(=C(C(C(=O)O)=C1)C(=O)O)C)C1=CC=C(C=2C1=NSN2)C=2C=C(C(C(=O)O)=CC2)C(=O)O dimethyl-4,4'-(benzo[c][1,2,5]thiadiazole-4,7-diyl)diphthalic acid